ClC=1C=C(C=C(C1)Cl)NC1=CC(=NC=2N1N=C(N2)C(F)(F)F)C N-(3,5-dichlorophenyl)-5-methyl-2-(trifluoromethyl)[1,2,4]triazolo[1,5-a]pyrimidin-7-amine